NC1=C(C(N(C2=NC(=CC=C12)Br)C=1C=NC(=CC1)C)=O)C(=O)OC methyl 4-amino-7-bromo-1-(6-methylpyridin-3-yl)-2-oxo-1,2-dihydro-1,8-naphthyridine-3-carboxylate